OC1C(CCC1)C1=CN=C2C(=N1)N=C(C=C2)C2=C(C=C(C=C2C)C)O 2-[3-(2-hydroxycyclopentyl)pyrido[2,3-b]pyrazin-6-yl]-3,5-dimethyl-phenol